ClC1=C(C=C(C=C1)F)C1NC(C2=C3CN(CC3=CC(=C21)NC(C2=CC(=CC(=C2)C(F)(F)F)F)=O)C)=O N-[3-(2-chloro-5-fluorophenyl)-7-methyl-1-oxo-1,2,3,6,7,8-hexahydropyrrolo[4,3-e]isoindol-4-yl]-3-fluoro-5-(trifluoromethyl)benzamide